(+)-α,α-diphenyl-2-pyrrolidinemethanol C1(=CC=CC=C1)C(O)(C1NCCC1)C1=CC=CC=C1